NC=1C(=NC(=C(N1)F)C1=CC=C(C=C1)N1CCNCC1)C=1C=C2C=C(NC(C2=C(C1)F)=O)C 6-(3-amino-5-fluoro-6-(4-(piperazin-1-yl)phenyl)pyrazin-2-yl)-8-fluoro-3-methylisoquinolin-1(2H)-one